Hydroxycyclohexylpropane OC(CC)C1CCCCC1